sulfate (hydrogen sulfate) S(=O)(=O)(O)O.S(=O)(=O)(O)O